(2-hydroxyethyl)methylammonium hydroxide [OH-].OCC[NH2+]C